5-(1-aminoisoquinolin-7-yl)-N-(2-hydroxyethyl)-1H-indazole-3-carboxamide NC1=NC=CC2=CC=C(C=C12)C=1C=C2C(=NNC2=CC1)C(=O)NCCO